N1(N=CC=C1)CC1=CC(=C(C#N)C=C1Br)F 4-((1H-pyrazol-1-yl)methyl)-5-bromo-2-fluorobenzonitrile